3-amino-6-methyl-N-(2-{9-oxa-2,6-diazaspiro[4.5]decan-2-yl}-5,6,7,8-tetrahydroquinolin-6-yl)thieno[2,3-b]pyridine-2-carboxamide NC1=C(SC2=NC(=CC=C21)C)C(=O)NC2CC=1C=CC(=NC1CC2)N2CC1(CC2)NCCOC1